Bocformamide C(=O)(OC(C)(C)C)NC=O